NC=1C2=C(N=CN1)N(C(=C2C2=CC=C(C=C2)C(=O)N2CCCC2)[C@H]2[C@H](C2)NC(C=C)=O)C N-((1S,2R)-2-(4-amino-7-methyl-5-(4-(pyrrolidine-1-carbonyl)phenyl)-7H-pyrrolo[2,3-d]pyrimidin-6-yl)cyclopropyl)acrylamide